CC(C)([NH2+]CCCNC(C=C)=O)C dimethyl-N-(3'-acrylamidopropyl)ethanaminium